(4-Hydroxy-4-(methoxymethyl)piperidin-1-yl)(2-(2,4,5-trifluoro-3-hydroxyphenyl)thiazol-5-yl)methanone OC1(CCN(CC1)C(=O)C1=CN=C(S1)C1=C(C(=C(C(=C1)F)F)O)F)COC